C=1(C(=CC=C2C=CC=CC12)S(=O)(=O)O)S(=O)(=O)O.CC[Si](C(C1=CC=CC=C1)O)(CC1=CC=CC=C1)O methyl-hydroxybenzyl-methyl-(hydroxybenzyl)silane naphthalenedi-sulfonate